methyl (1s,3s)-3-amino-1-methylcyclobutane-1-carboxylate hydrochloride Cl.NC1CC(C1)(C(=O)OC)C